methyl 1-(2-bromo-1,1,2,2-tetradeuterio-ethyl)-4-(2,2,2-trifluoroethoxy)pyrrolo[3,2-c]pyridine-2-carboxylate BrC(C([2H])([2H])N1C(=CC=2C(=NC=CC21)OCC(F)(F)F)C(=O)OC)([2H])[2H]